4-[2-[2-[2-(aminomethyl)morpholin-4-yl]ethoxy]ethylamino]-2-(2,6-dioxo-3-piperidyl)isoindoline-1,3-dione NCC1CN(CCO1)CCOCCNC1=C2C(N(C(C2=CC=C1)=O)C1C(NC(CC1)=O)=O)=O